BrC=1C=C2C(=CC1)C(N(C[C@]21[C@@H](C1)F)CC(=O)NC1=NC=C(C=N1)F)=O 2-[(2'r,4r)-6-bromo-2'-fluoro-1-oxospiro[3H-isoquinoline-4,1'-cyclopropane]-2-yl]-N-(5-fluoropyrimidin-2-yl)acetamide